C1(CC1)CN1N=C(C(=C1)CO)SC (1-(cyclopropylmethyl)-3-(methylsulfanyl)-1H-pyrazol-4-yl)methanol